p-methoxyanisole COC1=CC=C(C=C1)OC